ClC1=C(C=C(CN2N=C3N([C@H](CCC3)C(=O)N3CCCC3)C2=O)C=C1)C(F)(F)F |r| (5RS)-2-[4-Chloro-3-(trifluoromethyl)benzyl]-5-(pyrrolidin-1-ylcarbonyl)-5,6,7,8-tetrahydro[1,2,4]triazolo[4,3-a]pyridin-3(2H)-one